N-(3-hydroxybutylidene)-p-aminobenzenesulfonic acid OC(CC=NC1=CC=C(C=C1)S(=O)(=O)O)C